C(C)(C)(C)OC(=O)N1CCC(CC1)N1C(C(CC1)=C)=O 4-(3-methylene-2-oxopyrrolidin-1-yl)piperidine-1-carboxylic acid tert-butyl ester